6-bromo-2-(2-chloro-6-fluorobenzyl)-N,N-bis(4-methoxybenzyl)-[1,2,4]triazolo[1,5-a]pyrazin-8-amine BrC=1N=C(C=2N(C1)N=C(N2)CC2=C(C=CC=C2F)Cl)N(CC2=CC=C(C=C2)OC)CC2=CC=C(C=C2)OC